3-methyl-5-methylsulfonyl-2-[7-[rel-(3R)-1-methyl-3-piperidyl]-1,8-naphthyridin-2-yl]phenol CC=1C(=C(C=C(C1)S(=O)(=O)C)O)C1=NC2=NC(=CC=C2C=C1)[C@H]1CN(CCC1)C |o1:22|